FC=1C=C(C=C(C1)F)[C@@H]1CC[C@H]2OC3(C(N21)=O)CCN(CC3)C(=O)C=3C=CN2C=CC=CC32 (5'S,7a'R)-5'-(3,5-difluoro-phenyl)-1-(indolizine-1-carbonyl)tetrahydro-3'H-spiro[piperidine-4,2'-pyrrolo[2,1-b]oxazol]-3'-one